C(C)OC(=O)C1COC2=C1C=CC(=C2)C2CCN(CC2)C(=O)OC(C)(C)C tert-butyl 4-(3-(ethoxycarbonyl)-2,3-dihydrobenzofuran-6-yl)piperidine-1-carboxylate